2-(3-pyridylmethyl)-3-[6-(1H-pyrrol-2-yl)pyridazin-3-yl]oxyquinuclidine N1=CC(=CC=C1)CC1N2CCC(C1OC=1N=NC(=CC1)C=1NC=CC1)CC2